C(C)(C)(C)OC[C@@H](C(=O)NC1=NC=C(C=C1F)Cl)NC(OC(C)(C)C)=O tert-Butyl (S)-(3-(tert-butoxy)-1-((5-chloro-3-fluoropyridin-2-yl)amino)-1-oxopropan-2-yl)carbamate